CN1N=C(C=2C(CCCC12)=O)C 1,3-dimethyl-1,5,6,7-tetrahydro-4H-indazol-4-one